2-(2,6-Dioxopiperidin-3-yl)-5-fluoro-6-(4-(2-(2-(2-(piperidin-4-yloxy)ethoxy)ethoxy)ethyl)piperazin-1-yl)isoindoline-1,3-dione O=C1NC(CCC1N1C(C2=CC(=C(C=C2C1=O)F)N1CCN(CC1)CCOCCOCCOC1CCNCC1)=O)=O